[Na].[Si](=O)=O silicon dioxide, sodium salt